OCC1=CC=C(N=N1)OCCCC#N 4-((6-(hydroxymethyl)pyridazin-3-yl)oxy)butanenitrile